(3R)-3-(4-Chlorophenyl)-4-fluoro-6-[1-hydroxy-1-(1-methyl-1H-pyrazol-4-yl)ethyl]-3-[(1-hydroxycyclopropyl)methoxy]-2-[(6-methoxypyridin-3-yl)methyl]-2,3-dihydro-1H-isoindol-1-on ClC1=CC=C(C=C1)[C@@]1(N(C(C2=CC(=CC(=C12)F)C(C)(C=1C=NN(C1)C)O)=O)CC=1C=NC(=CC1)OC)OCC1(CC1)O